[3-[[1-[(2,4-dimethoxyphenyl)methylamino]isoquinolin-5-yl]oxymethyl]-1-bicyclo[1.1.1]pentanyl]methanol COC1=C(C=CC(=C1)OC)CNC1=NC=CC2=C(C=CC=C12)OCC12CC(C1)(C2)CO